N-((1r,3R,5S)-adamantan-1-yl)-11-(8-aminooctanoylamino)undecanamide C12(CC3CC(CC(C1)C3)C2)NC(CCCCCCCCCCNC(CCCCCCCN)=O)=O